C(CN(C([SH-]CCCCCC)=S)CCCCCC)N(C([SH-]CCCCCC)=S)CCCCCC ethylenebis(dihexyldithiocarbamate)